3-((4-(diethylamino)phenyl)amino)-5H-naphtho[1,8-cd]isothiazol-5-one 1,1-dioxide C(C)N(C1=CC=C(C=C1)NC1=CC(C2=CC=CC3=C2C1=NS3(=O)=O)=O)CC